N1C(=CC=2C=NC=CC21)CNC([C@H](C)NC(=O)[C@@H]2N(C[C@H](C2)C2=CC=CC=C2)C(=O)OC(C)(C)C)=O tert-butyl (2R,4R)-2-(((S)-1-(((1H-pyrrolo[3,2-c]pyridin-2-yl)methyl)amino)-1-oxopropan-2-yl)carbamoyl)-4-phenylpyrrolidine-1-carboxylate